2-(6-nitropyridin-3-yl)-2,6-diazaspiro[3.3]heptane [N+](=O)([O-])C1=CC=C(C=N1)N1CC2(C1)CNC2